4-(cyclopropylsulfanyl)phenol C1(CC1)SC1=CC=C(C=C1)O